3-bromo-1-(3-chloro-2-pyridyl)-5-methyl-1H-pyrazole BrC1=NN(C(=C1)C)C1=NC=CC=C1Cl